ClC=1C(=C(C(=C(C1)C(C(=O)NCC1=NC=CN=C1Cl)=C)OC(C)C)C=1C=NC(=CC1)C(F)(F)F)F 2-(5-chloro-4-fluoro-2-isopropoxy-3-(6-(trifluoromethyl)pyridin-3-yl)phenyl)-N-((3-chloropyrazin-2-yl)methyl)acrylamide